NC1=NN2C(C=C(C=C2)C2=NC=C(C(=N2)C(=O)NCC[C@H](O)C2=CC=C(C=C2)Cl)C)=N1 (S)-2-(2-amino-[1,2,4]triazolo[1,5-a]pyridin-7-yl)-N-(3-(4-chlorophenyl)-3-hydroxypropyl)-5-methylpyrimidine-4-carboxamide